CC1=CC=C(C(=O)Cl)C=C1 para-methylbenzoyl chloride